ClS(=O)(=O)C1=C(C=C(C=C1)NC([C@H](CC1CCN(CC1)C(=O)OCC1=CC=CC=C1)NC(C1=CC=C(C=C1)F)=O)=O)OC benzyl (S)-4-(3-((4-(chlorosulfonyl)-3-methoxyphenyl) amino)-2-(4-fluorobenzamido)-3-oxopropyl)piperidine-1-carboxylate